3,6-Dihydro-2H-thiopyran-4-ylboronic acid pinacol ester S1CCC(=CC1)B1OC(C)(C)C(C)(C)O1